tert-butyl N-[5,5-difluoropiperidin-3-yl]carbamate FC1(CC(CNC1)NC(OC(C)(C)C)=O)F